((4-(1H-tetrazol-5-yl)phenyl)amino)-6-(2,6-difluorophenyl)pyridazine-3-carboxamide N1N=NN=C1C1=CC=C(C=C1)NC1=C(N=NC(=C1)C1=C(C=CC=C1F)F)C(=O)N